tert-butyl 2-(methylsulfanyl)-5-oxo-5H,6H,7H,8H-pyrido[3,4-d]pyrimidine-7-carboxylate CSC=1N=CC2=C(N1)CN(CC2=O)C(=O)OC(C)(C)C